Fmoc-tryptophanate C(=O)(OCC1C2=CC=CC=C2C2=CC=CC=C12)N[C@@H](CC1=CNC2=CC=CC=C12)C(=O)[O-]